1-methyl-3-(1-oxo-4-piperazin-1-yl-isoindolin-2-yl)piperidine-2,6-dione CN1C(C(CCC1=O)N1C(C2=CC=CC(=C2C1)N1CCNCC1)=O)=O